C(=O)O.NCC1=CC=NN1C1=C2C(C=C(NC2=CC=N1)C=1C(=NC=C(C1C)C(F)(F)F)OC1=C(C(=C(C=C1)F)F)C)=O 5-[5-(aminomethyl)pyrazol-1-yl]-2-[2-(3,4-difluoro-2-methyl-phenoxy)-4-methyl-5-(trifluoromethyl)-3-pyridinyl]-1H-1,6-naphthyridin-4-one formate